N-((4-fluorophenyl)(methyl)(oxo)-λ6-sulfaneylidene)-2-(4-(5-(trifluoromethyl)-1,2,4-oxadiazol-3-yl)phenyl)acetamide FC1=CC=C(C=C1)S(=NC(CC1=CC=C(C=C1)C1=NOC(=N1)C(F)(F)F)=O)(=O)C